(1'R,2'R)-4-(4-chlorobutyl)-5'-methyl-2'-(prop-1-en-2-yl)-1',2',3',4'-tetrahydro-[1,1'-biphenyl]-2,6-diol ClCCCCC=1C=C(C(=C(C1)O)[C@H]1[C@@H](CCC(=C1)C)C(=C)C)O